N1(CCC1)C1[C@H](CN(CC1)C1=NC=NC=2N(C3=CC(=CC=C3C21)S(=O)(=O)NC2(CC2)C#N)C=2SC(=NN2)C(F)F)F 4-((3S)-4-(Azetidin-1-yl)-3-fluoropiperidin-1-yl)-N-(1-cyanocyclopropyl)-9-(5-(difluoromethyl)-1,3,4-thiadiazol-2-yl)-9H-pyrimido[4,5-b]indole-7-sulfonamide